(5-chloro-[1,2,4]triazolo[4,3-a]pyridin-7-yl)methanol ClC1=CC(=CC=2N1C=NN2)CO